C(C)(C)(C)OC(=O)N1[C@H](CCC1)CO (R)-(-)-1-tert-butoxycarbonyl-2-pyrrolidinemethanol